ClC1=C(C(=O)N2CC3CCC(C2)N3C3=CC(=CC(=N3)CNC(=O)C3CCC3)S(=O)(=O)N3CC(CC3)(F)F)C=CC(=C1)F N-[[6-[3-(2-chloro-4-fluoro-benzoyl)-3,8-diazabicyclo[3.2.1]octan-8-yl]-4-(3,3-difluoropyrrolidin-1-yl)sulfonyl-2-pyridyl]methyl]cyclobutanecarboxamide